NC=1C(=C(C(=C(C(=O)NC(CO)CO)C1I)I)C(=O)NC(CO)CO)I 5-amino-N,N'-bis(1,3-dihydroxypropan-2-yl)-2,4,6-triiodoisophthalamide